FC1=CC=C(C=C1)S(=O)(=O)NCCN 2-((4-fluorophenyl)sulfonamido)ethylamine